[Re].[Ge] germanium-rhenium